CC1=CC2=C(N=CO2)C=C1 6-methylbenzo[d]oxazol